1,3-bis(3-methyl-2-butenyloxy)-2-hydroxypropane CC(=CCOCC(COCC=C(C)C)O)C